ClC1=CC=C(N=N1)N1CC2(C1)CN(CC2C(=O)OCC)C(=O)C2=CN=CS2 ethyl 2-(6-chloropyridazin-3-yl)-6-(thiazole-5-carbonyl)-2,6-diazaspiro[3.4]octane-8-carboxylate